3-[(3R)-3-amino-5-[(4-chlorophenyl)methyl]-1,1,4-trioxo-2,3-dihydro-1lambda6,5-benzothiazepin-7-yl]-N-tert-butyl-1,2,4-oxadiazole-5-carboxamide N[C@H]1CS(C2=C(N(C1=O)CC1=CC=C(C=C1)Cl)C=C(C=C2)C2=NOC(=N2)C(=O)NC(C)(C)C)(=O)=O